Ethyl (6R)-6-[4-(3-methoxypyridin-2-yl)piperazin-1-yl]-2-azaspiro[3.4]octane-2-carboxylate COC=1C(=NC=CC1)N1CCN(CC1)[C@H]1CC2(CN(C2)C(=O)OCC)CC1